ClC1=C(C(=O)NC2(CC2)C#N)C=C(C=C1)C=1C=NN(C1)C=1N(N=C(C1C(F)(F)F)OC(C(=C(Cl)Cl)Cl)(Cl)Cl)C 2-chloro-N-(1-cyanocyclopropyl)-5-[1-[2-methyl-5-(1,1,2,3,3-pentachloroallyloxy)-4-(trifluoromethyl)pyrazol-3-yl]pyrazol-4-yl]benzamide